(R)-(1-(2-(1-(cyclopropylmethyl)-1H-indol-2-yl)-5,6-dihydro-4H-imidazo[1,5,4-de]Quinoxaline-8-carbonyl)piperidin-3-yl)carbamic acid tert-butyl ester C(C)(C)(C)OC(N[C@H]1CN(CCC1)C(=O)C=1C=C2C=3N(CCNC3C1)C(=N2)C=2N(C1=CC=CC=C1C2)CC2CC2)=O